(z)-3-butylidenephthalide C(/CCC)=C\1/OC(=O)C2=CC=CC=C12